[Na].[N+](=O)([O-])C1=CC=C(C=C1)C1=NC=C(C=C1)C1=CC=C(C=C1)[N+](=O)[O-] 2,5-bis(4-nitrophenyl)pyridine sodium